N-(5-(6-ETHOXYPYRAZIN-2-YL)PYRIDIN-2-YL)-4-(2-(ETHYLSULFONAMIDO)PYRIMIDIN-4-YL)TETRAHYDRO-2H-PYRAN-4-CARBOXAMID C(C)OC1=CN=CC(=N1)C=1C=CC(=NC1)NC(=O)C1(CCOCC1)C1=NC(=NC=C1)NS(=O)(=O)CC